3-(6-(1,2,3,6-tetrahydropyridin-4-yl)pyridazin-3-yl)naphthalene-2,7-diol-TFA salt OC(=O)C(F)(F)F.N1CCC(=CC1)C1=CC=C(N=N1)C=1C(=CC2=CC(=CC=C2C1)O)O